(3S)-5-hydroxy-3-(5-methylpyrazin-2-yl)isoxazolidine-2-carboxylic acid tert-butyl ester C(C)(C)(C)OC(=O)N1OC(C[C@H]1C1=NC=C(N=C1)C)O